BrC1=C(C=C(C=C1)C\C=C/CCC)C(C)C1OCC(O1)C=O 2-(1-{2-bromo-5-[(2Z)-hex-2-en-1-yl]phenyl}ethyl)-1,3-dioxolane-4-carbaldehyde